C=1N=CN2C1C1=CC=CC=C1[C@@H]2[C@@H](O)C2=CC=NC=C2 (S)-((R)-5H-imidazo[5,1-a]isoindol-5-yl)(pyridin-4-yl)methanol